BrC1=CC=C(C=C1)NC(=O)N[C@H](C(=O)NCP(OCC)(O)=O)CC(C)C ethyl hydrogen ({[(2S)-2-{[(4-bromophenyl)carbamoyl]amino}-4-methylpentanoyl]amino}methyl)phosphonate